N-(oxazolo[4,5-b]pyridin-2-yl)-S-trityl-D-cysteine O1C(=NC2=NC=CC=C21)N[C@H](CSC(C2=CC=CC=C2)(C2=CC=CC=C2)C2=CC=CC=C2)C(=O)O